FC1=CC=C(C=C1)S(=O)(=O)NN p-fluorobenzenesulfonyl-hydrazine